5-[2-chloro-5-(1H-tetrazol-5-yl)phenyl]-1H-naphtho[1,2-b][1,4]diazepine-2,4(3H,5h)-dione sodium salt [Na].ClC1=C(C=C(C=C1)C1=NN=NN1)N1C2=C(NC(CC1=O)=O)C1=CC=CC=C1C=C2